S1C=CC2=NC(=CC=C21)N[C@@H]2C[C@H](CC2)N (1S,3S)-N1-(thieno[3,2-b]pyridin-5-yl)cyclopentane-1,3-diamine